4-(benzyloxy)-6-bromopyridinecarboxylic acid C(C1=CC=CC=C1)OC1=CC(=NC(=C1)Br)C(=O)O